BrC1=C(C(=O)O)C=C(C(=C1)NC)[N+](=O)[O-] 2-bromo-4-(methylamino)-5-nitrobenzoic acid